OC1CC(CC(C1)O)O 1,3,5-Trihydroxycyclohexane